FC(C1=NC(=NC(=N1)C(F)F)N1[C@@H](C=2NC3=CC=C(C=C3C2CC1)Cl)C[C@H](C)OC)F (1R)-2-[4,6-bis(difluoromethyl)-1,3,5-triazin-2-yl]-6-chloro-1-[(2S)-2-methoxypropyl]-2,3,4,9-tetrahydro-1H-pyrido[3,4-b]indole